NCC1=NN=CO1 5-(aminomethyl)-1,3,4-oxadiazole